C(C)(C)(C)OC(NCCOC1=C(C=C(C=C1)C=CC(CC(C=CC1=CC(=C(C=C1)OCCNC(=O)OC(C)(C)C)OCCCCCCCC)=O)=O)OCCCCCCCC)=O [2-(4-{7-[4-(2-tert-butoxycarbonylamino-ethoxy)-3-octyloxy-phenyl]-3,5-dioxo-hepta-1,6-dienyl}-2-octyloxy-phenoxy)-ethyl]-carbamic acid tert-butyl ester